6-chloro-4-[(3R,4R)-4-(4-fluoro-2-hydroxy-anilino)-3-methyl-1-piperidyl]-1-methyl-2-oxo-1,5-naphthyridine-3-carbonitrile ClC=1N=C2C(=C(C(N(C2=CC1)C)=O)C#N)N1C[C@H]([C@@H](CC1)NC1=C(C=C(C=C1)F)O)C